OC=1C=2N(C=C(N1)C1=CC=C(C(=O)OC)C=C1)N=CC2 methyl 4-(4-hydroxypyrazolo[1,5-a]pyrazin-6-yl)benzoate